ClC1=C(C(=C(C=C1OC)OC)Cl)C=1C=2N(C3=CC(=NC=C3C1)C=1C(=CC(=C(C1)NC(C=C)=O)N1CC3(C1)CCOCC3)OC)C=CN2 N-(5-(4-(2,6-dichloro-3,5-dimethoxyphenyl)imidazo[1,2-a][1,6]naphthyridin-8-yl)-4-methoxy-2-(7-oxa-2-azaspiro[3.5]nonan-2-yl)phenyl)acrylamide